FC=1C(=NC=CC1)C(C)(C)NC1=NC=C(C=N1)C=1SC(=CN1)CNC(=O)C1=CN=CN1 N-{[2-(2-{[1-(3-fluoro(2-pyridyl))-isopropyl]amino}pyrimidin-5-yl)(1,3-thiazol-5-yl)]methyl}imidazol-5-ylcarboxamide